BrCC(=O)C1=CCCCC1 2-bromo-1-(cyclohex-1-en-1-yl)ethanone